C1(CC1)C1=CC(=NN1CC(=O)N1CCC(CC1)C1CN(NC2=C(C1)C=CC=C2)C(=O)NC2CCCC1=CC=CC=C21)C(F)F 4-[1-[2-[5-cyclopropyl-3-(difluoromethyl)pyrazol-1-yl]acetyl]-4-piperidinyl]-N-tetrahydronaphthalen-1-yl-tetrahydrobenzodiazepine-2-Carboxamide